2-(1-(4-amino-3-(4-ethylphenyl)-1H-pyrazolo[3,4-d]pyrimidin-1-yl)ethyl)-3-cyclobutyl-5-fluoroquinazolin-4(3H)-one NC1=C2C(=NC=N1)N(N=C2C2=CC=C(C=C2)CC)C(C)C2=NC1=CC=CC(=C1C(N2C2CCC2)=O)F